6-chloro-2-(3-methoxyphenyl)-3-nitro-2H-benzopyran ClC=1C=CC2=C(C=C(C(O2)C2=CC(=CC=C2)OC)[N+](=O)[O-])C1